COCCOO[C@H]1[C@@H](O[C@@H]([C@H]1O)CO)N1C(=O)N=C(N)C(=C1)C 2'-O-methoxyethoxy-5-methyl-cytidine